[F].CC=1C=C2C=C(C(=CC2=CC1)C(F)(F)F)C1=CC=CC=C1 6-methyl-3-phenyl-2-(trifluoromethyl)naphthalene Monofluorine